O=C1CCC=2C(=CC=CC12)C(=O)O 1-oxo-2,3-dihydro-1H-indene-4-carboxylic acid